FC(C(C(C(C(C(C(F)(F)F)(F)F)(F)F)(F)F)(F)F)(C(F)(F)F)F)(F)O Perfluoro-2-methyl-2-amyl-ethyl alcohol